C(#N)N1C[C@H](CC1)C(=O)NC=1N=CN(C1)CC(C)C (S)-1-cyano-N-(1-isobutyl-1H-imidazol-4-yl)pyrrolidine-3-carboxamide